The molecule is an aromatic ketone that is 2-benzoylcyclohexane-1,3-dione in which the phenyl group is substituted at positions 2, 3, and 4 by chlorine, (2,2,2-trifluoroethoxy)methyl, and methylsulfonyl groups, respectively. It is a post-emergence herbicide used (particularly in conjunction with the herbicide safener cyprosulfamide) for the control of a wide range of broad-leaved and grassy weeds in corn and other crops. It has a role as a herbicide, an agrochemical, an EC 1.13.11.27 (4-hydroxyphenylpyruvate dioxygenase) inhibitor and a carotenoid biosynthesis inhibitor. It is a sulfone, a cyclic ketone, an aromatic ketone, a member of monochlorobenzenes, an organofluorine compound, an ether and a beta-triketone. CS(=O)(=O)C1=C(C(=C(C=C1)C(=O)C2C(=O)CCCC2=O)Cl)COCC(F)(F)F